(2S)-1-[4-(3,5-dimethyladamantan-1-yl)phenoxy]-3-(piperidin-1-yl)propan-2-ol CC12CC3(CC(CC(C1)(C3)C)C2)C2=CC=C(OC[C@H](CN3CCCCC3)O)C=C2